2'-deoxy-2'-fluoro-2-aminoadenosine-3'-phosphate P(=O)(O)(O)O[C@H]1[C@H]([C@@H](O[C@@H]1CO)N1C=NC=2C(N)=NC(=NC12)N)F